tert-Butyl 4-[2-[[6'-chloro-5-(cyclobutylmethyl)spiro[2,4-dihydro-1,5-benzoxazepine-3,1'-tetralin]-7-yl]sulfonylamino]-2-oxo-ethyl]piperidine-1-carboxylate ClC=1C=C2CCCC3(C2=CC1)COC1=C(N(C3)CC3CCC3)C=C(C=C1)S(=O)(=O)NC(CC1CCN(CC1)C(=O)OC(C)(C)C)=O